(S)-4-(1-(1-(naphthalen-2-ylmethyl)-5-phenyl-1H-indole-7-carboxamido)ethyl)benzoic acid C1=C(C=CC2=CC=CC=C12)CN1C=CC2=CC(=CC(=C12)C(=O)N[C@@H](C)C1=CC=C(C(=O)O)C=C1)C1=CC=CC=C1